ClC1=C(C=NO)C=CC(=C1)Br chloro-4-bromobenzaldehyde oxime